FC1(CN2C(OC1)=C(C=N2)[S@@](=O)(N)=NC(NC2=C1[C@@H](CCC1=CC=1CCCC21)C)=O)F (R)-6,6-difluoro-N'-(((R)-3-methyl-1,2,3,5,6,7-hexahydro-s-indacen-4-yl)carbamoyl)-6,7-dihydro-5H-pyrazolo[5,1-b][1,3]oxazine-3-sulfonimidamide